5-((2-(4-(2-((3,5-dichlorobenzyl)amino)ethyl)-1H-1,2,3-triazol-1-yl)ethyl)amino)benzo[c][2,6]naphthyridine-8-carboxamide ClC=1C=C(CNCCC=2N=NN(C2)CCNC2=NC3=C(C4=CN=CC=C24)C=CC(=C3)C(=O)N)C=C(C1)Cl